tert-butyl-methoxy-dimethyl-silane C(C)(C)(C)[Si](C)(C)OC